6-Isopropyl-3-(3-methoxypropoxy)-2,10-dioxo-2,5,6,10-tetrahydro-1H-pyrido[1,2-h][1,7]naphthyridin C(C)(C)C1CC=2C=C(C(NC2C=2N1C=CC(C2)=O)=O)OCCCOC